COC1=C(C(=O)OC)C=C(C(=C1)[N+](=O)[O-])NC[C@H]1OCC1 Methyl (S)-2-methoxy-4-nitro-5-((oxetan-2-ylmethyl)amino)benzoate